ClC=1C=C(C=CC1)N1C[C@@H](CC1)C(=O)N(C)[C@H]1[C@H]2CC[C@@H](C1)N2C#N (3R)-1-(3-chlorophenyl)-N-((1R,2R,4S)-7-cyano-7-azabicyclo[2.2.1]heptan-2-yl)-N-methyl-3-pyrrolidinecarboxamide